FC1=C(C(=CC=C1)C1=NN=C(C2=CC=CC=C12)N[C@H]1CN(CCC1)C)O 2-fluoro-6-(4-{[(3R)-1-methylpiperidin-3-yl]amino}phthalazin-1-yl)phenol